3-({2-[(4-{4,13-dichloro-8-ethyl-9-oxo-6,8,10-triazatricyclo[9.4.0.02,7]pentadeca-1(11),2(7),3,5,12,14-hexaen-10-yl}-3,5-difluorophenyl)amino]ethyl}amino)propanoic acid ClC1=CC=2C=3C=CC(=CC3N(C(N(C2N=C1)CC)=O)C1=C(C=C(C=C1F)NCCNCCC(=O)O)F)Cl